[2,2':6',2''-terpyridine]-3',4'-dicarboxylic acid N1=C(C=CC=C1)C1=NC(=CC(=C1C(=O)O)C(=O)O)C1=NC=CC=C1